2-[2-(1-methylpyrazol-3-yl)pyrimidin-4-yl]-1H,5H,6H,7H-pyrrolo[3,2-c]pyridin-4-one CN1N=C(C=C1)C1=NC=CC(=N1)C1=CC=2C(NCCC2N1)=O